beta-hydroxydecanoyl-beta-hydroxydecanoate OC(C(=O)OC(CC(CCCCCCC)O)=O)CCCCCCCC